CC=1C=C(C=CC1)N1C(C2(CCOC2=O)CC1)=O 7-(3-methylphenyl)-2-oxa-7-azaspiro[4.4]nonane-1,6-dione